3-[N-(2,2-diisopropoxyethyl)carbamoyl]propenoic acid C(C)(C)OC(CNC(=O)C=CC(=O)O)OC(C)C